(S)-3-methyl-4-(1-prolylindolin-4-yl)isoxazole TFA salt OC(=O)C(F)(F)F.CC1=NOC=C1C1=C2CCN(C2=CC=C1)C([C@H]1NCCC1)=O